1-(3,4-dimethoxyphenyl)-3,5-bis(trichloromethyl)-s-triazine COC=1C=C(C=CC1OC)N1CN(CN(C1)C(Cl)(Cl)Cl)C(Cl)(Cl)Cl